N-(8,9-dimethoxy-4,5-dihydronaphtho[2,1-d]isoxazol-3-yl)-2,6-dimethoxy-N-((2-(trimethylsilyl)ethoxy)methyl)benzenesulfonamide COC1=CC=C2CCC=3C(=NOC3C2=C1OC)N(S(=O)(=O)C1=C(C=CC=C1OC)OC)COCC[Si](C)(C)C